N-[(1S)-1-[[1-[3-cyano-1-[3-(2,2,2-trifluoroethyl)triazol-4-yl]propyl]-3-fluoro-pyrazol-4-yl]carbamoyl]-2,2-dicyclopropyl-ethyl]-2-isopropyl-pyrazole-3-carboxamide C(#N)CCC(C=1N(N=NC1)CC(F)(F)F)N1N=C(C(=C1)NC(=O)[C@H](C(C1CC1)C1CC1)NC(=O)C=1N(N=CC1)C(C)C)F